pentaallyl-melamine C(C=C)NC1=NC(=NC(=N1)N(CC=C)CC=C)N(CC=C)CC=C